1-[2-[5-methyl-1-(2,2,2-trifluoroethyl)pyrazol-4-yl]-6-[6-(6-morpholin-4-ylpyridazin-3-yl)oxypyrazolo[1,5-a]pyridin-3-yl]pyridin-3-yl]ethanol CC1=C(C=NN1CC(F)(F)F)C1=NC(=CC=C1C(C)O)C=1C=NN2C1C=CC(=C2)OC=2N=NC(=CC2)N2CCOCC2